[N+](=O)([O-])C1=CC=C(C=C1)OC(=O)OC1CCC(CC1)C=1NN=C(C1)NC=1C=CC2=C(CCS2(=O)=O)C1 (1s,4s)-4-{5-[(1,1-dioxo-2,3-dihydro-1λ6-benzothiophen-5-yl)amino]-2H-pyrazol-3-yl}cyclohexyl [(4-nitrophenyl)oxy]methanoate